ClC1=C(C=CC=C1F)C(N)C1COC1 (2-chloro-3-fluorophenyl)(oxetan-3-yl)methanamine